N12CC(C(CC1)CC2)O Quinuclidine-3-ol